[Cl-].C(=O)(O)C1C(CCC2=CC=C(C=C12)OC1=C(C=CC=C1)C1=CC(=CC(=C1)F)F)[NH3+] Carboxy-7-((3',5'-difluoro-[1,1'-biphenyl]-2-yl)oxy)-1,2,3,4-tetrahydronaphthalene-2-aminium chloride